1-((S)-7-(4-fluorobenzyl)-2-methyl-6-(4-methylpiperazine-1-carbonyl)-2,3-dihydro-1H-pyrido[2,3-b][1,4]oxazin-1-yl)ethan-1-one FC1=CC=C(CC2=CC3=C(OC[C@@H](N3C(C)=O)C)N=C2C(=O)N2CCN(CC2)C)C=C1